C(C1=CC=CC=C1)[C@@H]1N(C(OC1)=O)C([C@@H](CC1=CC(=CC=C1)Br)C1CCN(CC1)C(=O)OC(C)(C)C)=O tert-butyl 4-((S)-1-((S)-4-benzyl-2-oxooxazolidin-3-yl)-3-(3-bromophenyl)-1-oxopropan-2-yl)piperidine-1-carboxylate